COC([C@H](C)OC1=C(C=CC(=C1)Br)Cl)=O (2S)-2-(5-bromo-2-chlorophenoxy)propionic acid methyl ester